C(C1CO1)OCCCCCCCCCC[Si](OC)(OC)C 10-glycidyloxydecylmethyldimethoxysilane